COC(CCC(=O)C=1OC=C(C1)C1=CC2=C(C=CO2)C=C1)=O 4-(4-(benzofuran-6-yl)furan-2-yl)-4-oxobutanoic acid methyl ester